(S)-2-amino-2-cycloheptyl-N-(5-(3,5-dimethylisoxazol-4-yl)-3-fluoropyridin-2-yl)acetamide N[C@H](C(=O)NC1=NC=C(C=C1F)C=1C(=NOC1C)C)C1CCCCCC1